C[N+]1(CCCC1)CC 1-methyl-1-ethylPyrrolidinium